magnesium peroxyphthalate salt C(C=1C(C(=O)[O-])=CC=CC1)(=O)O[O-].[Mg+2]